8-((2s,5r)-4-(4-ethoxy-2,6-difluorobenzyl)-2,5-dimethylpiperazin-1-yl)-5-methyl-6-oxo-5,6-dihydro-1,5-naphthyridine-2-carbonitrile C(C)OC1=CC(=C(CN2C[C@@H](N(C[C@H]2C)C2=CC(N(C=3C=CC(=NC23)C#N)C)=O)C)C(=C1)F)F